methyltetrahydrofuran triphosphate OP(O)(=O)OP(=O)(O)OP(=O)(O)O.CC1OCCC1